2-((2,4-dimethyl-6-(trifluoromethyl)pyridin-3-yl)sulfonyl)-6-(oxetan-3-ylmethyl)-2,6-diazaspiro[3.3]heptane CC1=NC(=CC(=C1S(=O)(=O)N1CC2(C1)CN(C2)CC2COC2)C)C(F)(F)F